ClC=1C(=C(C(=O)O)C=C(C1)I)CC chloro-2-ethyl-5-iodobenzoic acid